(1S,1aS,6aR)-4-((2-fluoro-5-(2-methyl-6-(3-(methylsulfonyl)azetidin-1-yl)pyridin-3-yl)benzyl)oxy)-1,1a,6,6a-tetrahydrocyclopropa[a]indene-1-carboxylic acid, ethyl ester FC1=C(COC2=CC=3C[C@@H]4[C@H](C3C=C2)[C@H]4C(=O)OCC)C=C(C=C1)C=1C(=NC(=CC1)N1CC(C1)S(=O)(=O)C)C